({2-fluoro-6-[(methoxyMethyl)oxy]-8-(4,4,5,5-tetramethyl-1,3,2-dioxaborol-2-yl)naphthalene-1-yl}ethynyl)[Tris(prop-2-yl)]silane FC1=C(C2=C(C=C(C=C2C=C1)OCOC)B1OC(C(O1)(C)C)(C)C)C#C[Si](C(C)C)(C(C)C)C(C)C